(+/-)-(trans)-2-(2-((tert-butyldimethylsilyl)oxy)ethyl)cyclopropanecarboxylic acid [Si](C)(C)(C(C)(C)C)OCC[C@H]1[C@@H](C1)C(=O)O |r|